(E)-N'-[6-[7-fluoro-2-(oxan-2-yl)indazole-4-carbonyl]-8-(trifluoromethyl)quinolin-5-yl]-N,N-dimethylmethanimidamide FC1=CC=C(C2=CN(N=C12)C1OCCCC1)C(=O)C=1C(=C2C=CC=NC2=C(C1)C(F)(F)F)/N=C/N(C)C